COC1=CC(=NC=C1)C=1N=C(C2=C(N1)CCC2)N2CCCCCC2 1-[2-(4-methoxypyridin-2-yl)-5H,6H,7H-cyclopenta[d]pyrimidin-4-yl]azepane